CC1=C(C=2N(N=C1N1CC=3C=C(C=NC3CC1)N1C[C@H](OCC1)C)C(=NN2)C(F)(F)F)C (R)-4-(6-(7,8-dimethyl-3-(trifluoromethyl)-[1,2,4]triazolo[4,3-b]pyridazin-6-yl)-5,6,7,8-tetrahydro-1,6-naphthyridin-3-yl)-2-methylmorpholine